BrC1=C(C=C(C(=C1)I)Br)I 2,5-Dibromo-1,4-diiodobenzene